BrC=1C=C(C=C(C1Cl)Cl)NC(C)=O N-(3-bromo-4,5-dichlorophenyl)-acetamide